NC1=C(C=C(C2=CC=CC=C12)S(=O)(=O)O)N=NC=1C=NC(=CC1)C1=C(C=CC=C1)C1=CC=CC=C1 4-amino-3-(6-biphenyl-2-ylpyridin-3-ylazo)naphthalene-1-sulfonic acid